[3-(trifluoromethyl)imidazo[1,2-a]pyridin-6-yl]boronic acid FC(C1=CN=C2N1C=C(C=C2)B(O)O)(F)F